FC1(CN(CC[C@H]1OC=1C=C2C(=NC=NC2=CC1OC)NC1=C(C(=CC=C1)C#C)F)C)F (R)-6-[(3,3-difluoro-1-methylpiperidin-4-yl)oxy]-N-(3-ethynyl-2-fluorophenyl)-7-methoxyquinazolin-4-amine